F[P-](F)(F)(F)(F)F.N1(N=NC2=C1C=CC=C2)O[P+](N2CCCC2)(N2CCCC2)N2CCCC2 ((1H-benzo[d][1,2,3]triazol-1-yl)oxy)tris(pyrrolidin-1-yl)phosphonium hexafluorophosphate